ClC=1C(=C2C=NNC2=C(C1F)CNC)C=1N=CC=2N(C1)C=C(N2)NC(=O)[C@H]2[C@H](C2)F (1S,2S)-N-(6-(5-chloro-6-fluoro-7-((methylamino)methyl)-1H-indazol-4-yl)imidazo[1,2-a]pyrazin-2-yl)-2-fluorocyclopropane-1-carboxamide